ClC1=CC=C(CNC(=O)NC2=CC=C(C=C2)S(=O)(=O)N2CCOCC2)C=C1 1-(4-chlorobenzyl)-3-(4-(morpholinosulfonyl)phenyl)urea